methyl 4-{3-[(5-fluoropyridin-3-yl)methoxy]pyridin-2-yl}thiophene-2-carboxylate FC=1C=C(C=NC1)COC=1C(=NC=CC1)C=1C=C(SC1)C(=O)OC